8-(1-(2,2-difluoroethyl)-1H-pyrazolo[3,4-b]pyrazin-6-yl)-1-ethyl-2-(2-(trifluoromethyl)pyridin-4-yl)-2,8-diazaspiro[4.5]decan-3-one FC(CN1N=CC=2C1=NC(=CN2)N2CCC1(CC(N(C1CC)C1=CC(=NC=C1)C(F)(F)F)=O)CC2)F